FC(S(=O)(=O)OCC(CC1=CC=2N(C=C1F)C=NN2)(F)F)(F)F [2,2-difluoro-3-(6-fluoro-[1,2,4]triazolo[4,3-a]pyridin-7-yl)propyl] trifluoromethanesulfonate